2,2'-((((((2,2'-dimethyl-[1,1'-biphenyl]-3,3'-diyl)bis(azanediyl))bis(carbonyl))bis(4-cyclopropylpyridine-6,3-diyl))bis(methylene))bis(azanediyl))diacetic acid CC1=C(C=CC=C1NC(=O)C1=CC(=C(C=N1)CNCC(=O)O)C1CC1)C1=C(C(=CC=C1)NC(=O)C1=CC(=C(C=N1)CNCC(=O)O)C1CC1)C